ClC=1C=CC(=C(C1)C1=NN(C=C1NC(=O)C=1C=NN2C1N=CC=C2)C)OC(F)F N-(3-(5-chloro-2-(difluoromethoxy)phenyl)-1-methyl-1H-pyrazol-4-yl)pyrazolo[1,5-a]pyrimidine-3-carboxamide